C(C)(C)(C)OC(=O)N1CCC(C1)=O 4-oxo-tetrahydropyrrole-1-carboxylic acid tert-butyl ester